[Te].[Sb].[Sn] tin-antimony-tellurium